C(#N)C1=CC=C(C=C1)C=1C(=NN(C1O)C1=NC=C(C(=O)NS(=O)(=O)C)C=C1)C 6-(4-(4-cyanophenyl)-5-hydroxy-3-methyl-1H-pyrazol-1-yl)-N-(methylsulfonyl)nicotinamide